O1C=2C(OCC1)=CSC2 dihydrothieno[3,4-b]-1,4-dioxine